(R)-3-(6-chloro-2-(morpholine-4-carbonyl)-1,2,3,4-Tetrahydroisoquinolin-8-yl)morpholine-4-carboxylic acid tert-butyl ester C(C)(C)(C)OC(=O)N1[C@@H](COCC1)C=1C=C(C=C2CCN(CC12)C(=O)N1CCOCC1)Cl